ClC=1C(=NC=CC1)OCC1NS(CC1)(=O)=O 3-(((3-chloropyridin-2-yl)oxy)methyl)isothiazolidine 1,1-dioxide